CC(CCC=CCC)CCCC 7-methyl-3-undecene